O=C1NC(CCC1N1C(=NC2=CC=C(C=C2C1=O)B(O)O)C)=O (3-(2,6-dioxopiperidin-3-yl)-2-methyl-4-oxo-3,4-dihydroquinazolin-6-yl)boronic acid